ClC=1C(=NC(=NC1)NC1CCOCC1)C=1C=C2C(N(C(C2=CC1)CC(=O)OC)CC(=O)N[C@@H]1[C@@H](CC2=CC=CC=C12)O)=O methyl 2-(5-(5-chloro-2-((oxan-4-yl)amino)pyrimidin-4-yl)-2-(2-(((1S,2R)-2-hydroxy-2,3-dihydro-1H-inden-1-yl)amino)-2-oxoethyl)-3-oxoisoindolin-1-yl)acetate